ClC=1C=C2C(=CN1)N(C(=C2)C=2C(=NC(=NC2OC)OC)OC)C 5-chloro-1-methyl-2-(2,4,6-trimethoxypyrimidin-5-yl)-1H-pyrrolo[2,3-c]pyridine